o-Bromoethynylbenzene BrC#CC1=CC=CC=C1